(2,2-diethoxyethoxy)benzene-1,2-dicarboxylic acid dimethyl ester COC(=O)C=1C(=C(C=CC1)OCC(OCC)OCC)C(=O)OC